Cl.N1C=NC=C1 imidazole-hcl